(R)-3-(3-(2-(5H-Pyrrolo[2,3-b]pyrazin-7-yl)thiazol-4-yl)phenyl)-2,3-dihydrofuro[3,2-b]pyridin-3-ol N1=C2C(=NC=C1)NC=C2C=2SC=C(N2)C=2C=C(C=CC2)[C@@]2(COC=1C2=NC=CC1)O